chloro-N,N,N',N'-bis(tetramethylene)formamidinium tetrafluoroborate [B-](F)(F)(F)F.C1CCN(C1)C(=[N+]2CCCC2)Cl